OC=1C=C(CNC2=C3NC=NC3=NC=[NH+]2)C=CC1 6-(3-hydroxybenzylamino)purinium